C1=C(C(=CC2=CC(=C(C=C12)C(=O)O)C(=O)O)C(=O)O)C(=O)O.[Na] sodium 2,3,6,7-naphthalenetetracarboxylic acid